[Si](C)(C)(C(C)(C)C)OCCC1=NC=2N(C(CNC2C(=N1)Cl)=O)CC1=C(C=C(C=C1)OC)OC 2-((tert-Butyldimethylsilanyloxy)ethyl)-4-chloro-8-(2,4-dimethoxybenzyl)-5,8-dihydro-pteridin-7(6H)-one